(2R)-1-(benzyloxy)-3-[4-(morpholin-4-yl) naphthalen-1-yl]-1-oxopropan-2-yl (2S)-2-[[(tert-butoxy) carbonyl] (methyl) amino]-4-fluoro-4-methylpentanoate C(C)(C)(C)OC(=O)N([C@H](C(=O)O[C@@H](C(=O)OCC1=CC=CC=C1)CC1=CC=C(C2=CC=CC=C12)N1CCOCC1)CC(C)(C)F)C